3-(indol-3-yl)-pyridine N1C=C(C2=CC=CC=C12)C=1C=NC=CC1